CN1CC2=CC(=CC(=C2CC1)C)C=1N=C(C(=NC1)N)OC1C=2C=CN=CC2CCC1 5-(2,5-dimethyl-1,2,3,4-tetrahydroisoquinolin-7-yl)-3-(5,6,7,8-tetrahydroisoquinolin-5-yloxy)pyrazin-2-amine